ClC=1C=C(C=CC1[N+](=O)[O-])CO (3-Chloro-4-nitrophenyl)methanol